CSC1=NC(=C2NC=NC2=N1)NCCC(=C)C 2-methylsulfanyl-N6-Isopentenyladenine